BrC=1C=C2C(=CC1)NC1=C2CC(NC2=C1C=CC=C2)=O 9-bromo-7,12-dihydro-indolo[3,2-d][1]benzazepin-6(5H)-one